ClC1=C(C(=CC=C1)F)C1CC(=NO1)C=1N=C(SC1)C1CCN(CC1)C(COC1=NC=CN=C1OC)=O 1-(4-(4-(5-(2-Chloro-6-fluorophenyl)-4,5-dihydroisoxazol-3-yl)thiazol-2-yl)piperidin-1-yl)-2-((3-methoxypyrazin-2-yl)oxy)ethan-1-on